1-(3-cyano-4,6-bis(trifluoromethyl)pyridin-2-yl)-N-(4-fluorophenyl)-N-methyl-5-(trifluoromethyl)-1H-pyrazole-3-carboxamide C(#N)C=1C(=NC(=CC1C(F)(F)F)C(F)(F)F)N1N=C(C=C1C(F)(F)F)C(=O)N(C)C1=CC=C(C=C1)F